NC1=C(C(=O)O)C(=C(N=C1C)C1=CC=CC=C1)C#N 3-amino-5-cyano-2-methyl-6-phenylisonicotinic acid